gamma-methacryloyloxy-propyl-methyl-dimethoxy-silane C(C(=C)C)(=O)OCCC[Si](OC)(OC)C